1,3-diamino-2-propyl phosphate P(=O)(OC(CN)CN)([O-])[O-]